C[C@H]1NC(C=2SC=3C=CC=4N=C(C=CC4C3C2NC1)N1C(=NN=C1C=C)C)=O (15R)-15-methyl-5-(3-methyl-5-vinyl-1,2,4-triazol-4-yl)-11-thia-6,14,17-triazatetracyclo[8.8.0.0^2,7.0^12,18]octadeca-1(10),2(7),3,5,8,12(18)-hexaen-13-one